C(C)N1C[C@@H](C[C@H](C1)F)NC1=C(C=C(N=N1)C1=C(C=C(C=C1)C(F)(F)F)NS(=O)(=O)C)C N-(2-(6-(((3R,5R)-1-ethyl-5-fluoropiperidin-3-yl)amino)-5-methylpyridazin-3-yl)-5-(trifluoromethyl)phenyl)methanesulfonamide